N1(CCCC1)CCOC1=CC=C(C=C1)C1(SC(=C(N1)N)C1=NC=NC2=CC=CC=C12)N 2-(4-(2-(pyrrolidin-1-yl)ethoxy)phenyl)-5-(quinazolin-4-yl)thiazole-2,4-diamine